5-carboxypentylammonium C(=O)(O)CCCCC[NH3+]